OC(C)C=1C=C(C=C2C(C=C(OC12)C1=CC2=CN(N=C2C=C1)C)=O)C 8-(1-hydroxyethyl)-6-methyl-2-(2-methylindazol-5-yl)chromen-4-one